C(#N)COC=1OC2=C(N1)C=CC=C2 (cyanomethoxy)benzo[d]oxazol